BrC1=CC=C(CO[Si](OC)(OC)OC)C=C1 (4-bromobenzyloxy)trimethoxysilane